C(C)(C)(C)OC(=O)N1CC(C1)N1C=C(C(C2=CC(=C(C=C12)N1[C@H](CCC1)COC1=NC=CC=C1Cl)Cl)=O)C(=O)OCC ethyl 1-{1-[(tert-butoxy) carbonyl] azetidin-3-yl}-6-chloro-7-[(2R)-2-{[(3-chloropyridin-2-yl) oxy] methyl} pyrrolidin-1-yl]-4-oxo-1,4-dihydroquinoline-3-carboxylate